O=C1NC(CCC1NC1=CC(=C(C=C1OC)N1CCC(CC1)(O)CC(=O)O)F)=O 2-[1-[4-[(2,6-dioxo-3-piperidyl)amino]-2-fluoro-5-methoxy-phenyl]-4-hydroxy-4-piperidyl]acetic acid